3-(3-(2,6-difluoro-3,5-dimethoxyphenyl)-7-(1,3-dimethyl-1H-pyrazol-4-yl)-2-oxo-3,4-dihydropyrido[4,3-d]pyrimidin-1(2H)-yl)-5-fluorobenzonitrile FC1=C(C(=C(C=C1OC)OC)F)N1C(N(C2=C(C1)C=NC(=C2)C=2C(=NN(C2)C)C)C=2C=C(C#N)C=C(C2)F)=O